tert-Butyl 2-{2-[(S)-amino(4,4-difluorocyclohexyl)methyl]-8-fluoroimidazo[1,2-a]-pyridin-7-yl}-4,4-difluorobutanoate N[C@H](C=1N=C2N(C=CC(=C2F)C(C(=O)OC(C)(C)C)CC(F)F)C1)C1CCC(CC1)(F)F